(4-isothiocyanatobenzyl)-1,4,7,10,13,16-hexaazacyclohexadecane-1,4,7,10,13,16-hexaacetic acid N(=C=S)C1=CC=C(CC2N(N(CCN(CCN(CCN(CCN(C2)CC(=O)O)CC(=O)O)CC(=O)O)CC(=O)O)CC(=O)O)CC(=O)O)C=C1